P(=O)(OC1=CC(=C(C(=C1)O)C(C=CC1=CC=C(C=C1)O)=O)O)(O)O [3,5-Dihydroxy-4-[3-(4-hydroxyphenyl)prop-2-enoyl]phenyl] dihydrogen phosphate